N-(5-(1-(4-(cyanomethyl)-1-p-toluenesulfonylpiperidin-4-yl)-1H-pyrazol-4-yl)-[1,2,4]triazolo[1,5-a]pyridin-2-yl)cyclopropylcarboxamide C(#N)CC1(CCN(CC1)S(=O)(=O)C1=CC=C(C)C=C1)N1N=CC(=C1)C1=CC=CC=2N1N=C(N2)NC(=O)C2CC2